trans-(P)-1-(5-Chloro-4-(3-fluoro-3-(trifluoromethyl)cyclobutyl)-2-methoxyphenyl)-N-(isoxazol-3-yl)-2-oxo-1,2-dihydrochinolin-6-sulfonamid ClC=1C(=CC(=C(C1)N1C(C=CC2=CC(=CC=C12)S(=O)(=O)NC1=NOC=C1)=O)OC)C1CC(C1)(C(F)(F)F)F